CC1=C(N=NS1)C(=O)N[C@H](C(NC1=CC2=C(C=N1)C1(CCOCC1)C(N2)=O)=O)C2CCC(CC2)C 5-Methyl-N-{(1S)-1-(4-methylcyclohexyl)-2-oxo-2-[(2-oxospiro[1H-pyrrolo[3,2-c]pyridine-3,4'-oxane]-6-yl)amino]ethyl}-1,2,3-thiadiazole-4-carboxamide